N-[4-(2-chloro-6-fluoro-phenoxy)-6-(2,6-dimethylphenyl)pyrimidin-2-yl]-1-methyl-pyrazole-4-sulfonamide ClC1=C(OC2=NC(=NC(=C2)C2=C(C=CC=C2C)C)NS(=O)(=O)C=2C=NN(C2)C)C(=CC=C1)F